ClC=1C=C(C=CC1Cl)S(=O)(=O)NCC=1N=NN(C1)CC1=CC=C(C=C1)NC(C(CC(C)C)C(NO)=O)=O N-[4-[[4-[[(3,4-Dichlorophenyl)sulfonylamino]methyl]triazol-1-yl]methyl]phenyl]-2-(hydroxycarbamoyl)-4-methyl-pentanamide